BrC1=CC(=C(OCCO[Si](C)(C)C(C)(C)C)C=C1C=1SC=CN1)Cl 2-(4-bromo-2-chloro-5-thiazol-2-yl-phenoxy)ethoxy-tert-butyl-dimethyl-silane